2-methyl-propanaldehyde CC(C=O)C